BrC=1C=2N(C(=NC1C)N1CCC3(CC1)[C@@H](C1=CC=CC=C1C3)N[S@@](=O)C(C)(C)C)C=CN2 (S)-N-((S)-1'-(8-bromo-7-methylimidazo[1,2-c]pyrimidin-5-yl)-1,3-dihydrospiro[inden-2,4'-piperidin]-1-yl)-2-methylpropan-2-sulfinamide